6-({4-Fluoro-3-[7-(3-oxa-8-aza-bicyclo-[3.2.1]oct-8-yl)-quinazolin-4-yl]phenyl}-hydroxymethyl)-2H-pyridazin-3-one FC1=C(C=C(C=C1)C(C=1C=CC(NN1)=O)O)C1=NC=NC2=CC(=CC=C12)N1C2COCC1CC2